3-Fluoro-5-[(3S)-2-[1-[6-(5-methyl-1,3,4-oxadiazol-2-yl)pyrimidin-4-yl]piperidine-4-carbonyl]isoxazolidin-3-yl]benzonitrile FC=1C=C(C#N)C=C(C1)[C@H]1N(OCC1)C(=O)C1CCN(CC1)C1=NC=NC(=C1)C=1OC(=NN1)C